(R)-6-chloro-3-((1-(2-cyano-7-methyl-3-(4-(1-methyl-1H-pyrazol-5-yl)piperidin-1-yl)quinoxalin-5-yl)ethyl)amino)picolinic acid ClC1=CC=C(C(=N1)C(=O)O)N[C@H](C)C1=C2N=C(C(=NC2=CC(=C1)C)C#N)N1CCC(CC1)C1=CC=NN1C